C(C)(=O)OCCC1(CCC1)C[N+](=O)[O-] 2-[1-(Nitromethyl)cyclobutyl]ethyl acetate